3-(4-(4-Morpholinyl)pyrido[3',2':4,5]furo[3,2-d]pyrimidin-2-yl)phenol N1(CCOCC1)C=1C2=C(N=C(N1)C=1C=C(C=CC1)O)C1=C(O2)N=CC=C1